NC=1C2=C(N=CN1)N(C(=C2C2=CC=C(C(=O)NC(CO)C)C=C2)C2=CC=C(C=C2)NC(C(=C)C)=O)C 4-(4-amino-6-(4-methacrylamido-phenyl)-7-methyl-7H-pyrrolo[2,3-d]pyrimidin-5-yl)-N-(1-hydroxypropan-2-yl)benzamide